(3R)-3-amino-3-(3-ethoxy-4-methoxy-phenyl)propanenitrile N[C@H](CC#N)C1=CC(=C(C=C1)OC)OCC